(R)-N2-(3,3-Difluoro-1-(oxetan-3-yl)piperidin-4-yl)-N4-methyl-5-(pyrazolo[1,5-a]pyrimidin-5-yl)pyrrolo[2,1-f][1,2,4]triazine-2,4-diamine FC1(CN(CC[C@H]1NC1=NN2C(C(=N1)NC)=C(C=C2)C2=NC=1N(C=C2)N=CC1)C1COC1)F